tert-butyl 3-((3-(hydroxymethyl)-1H-1,2,4-triazol-1-yl)methyl)benzoate OCC1=NN(C=N1)CC=1C=C(C(=O)OC(C)(C)C)C=CC1